N-(5-(4-chlorophenoxy)thiazolo[5,4-b]pyridin-2-yl)-5-(2-methoxyphenyl)pyridazine-4-carboxamide ClC1=CC=C(OC2=CC=C3C(=N2)SC(=N3)NC(=O)C3=CN=NC=C3C3=C(C=CC=C3)OC)C=C1